(S)-6-(4-((4-(difluoromethyl)-5-fluoropyridin-2-yl)oxy)-3,3-difluoropyrrolidin-1-yl)-2-methyl-[4,5'-bipyrimidin]-2',4'(1'H,3'H)-dione FC(C1=CC(=NC=C1F)O[C@@H]1C(CN(C1)C1=CC(=NC(=N1)C)C=1C(NC(NC1)=O)=O)(F)F)F